2-(cyclopropylamino)thiazol C1(CC1)NC=1SC=CN1